tert-Butyl 7-chloro-1-methylene-1,2,4,5-tetrahydro-3H-benzo[d]azepine-3-carboxylate ClC1=CC2=C(C(CN(CC2)C(=O)OC(C)(C)C)=C)C=C1